3,4-bis(dicyclohexylphosphino)thiophene C1(CCCCC1)P(C1=CSC=C1P(C1CCCCC1)C1CCCCC1)C1CCCCC1